C(C)(C)(C)OC(=O)N1C(C2=CC=CC=C2CC1)C 1-methyl-3,4-dihydroisoquinoline-2(1H)-carboxylic acid tert-butyl ester